[C@H](C)(CC)[C@@H]1N(CC2=C(NC1=O)C=CC(=C2)F)C(=O)NC (S)-3-((S)-sec-butyl)-7-fluoro-N-methyl-2-oxo-1,2,3,5-tetrahydro-4H-benzo[e][1,4]diazepine-4-carboxamide